COC(=O)C1=NC(=NC(=C1Cl)Cl)Cl 2,5,6-trichloro-pyrimidine-4-carboxylic acid methyl ester